FC1(C2CN(CC12)CCO[C@@H](C)C1=CC=C(C=N1)C1=CC=2C3=C(N=NC2C=C1)N(C(N3C(C)C)=O)C)F 8-(6-((1S)-1-(2-(6,6-difluoro-3-azabicyclo[3.1.0]hexan-3-yl)ethoxy)ethyl)pyridin-3-yl)-1-isopropyl-3-methyl-1H-imidazo[4,5-c]cinnolin-2(3H)-one